3-Hydroxy-5-ethoxy-1-(4-hydroxyphenyl)-7-phenyl-6E-heptene OC(C=CC1=CC=C(C=C1)O)CC(CCC1=CC=CC=C1)OCC